tert-butyl ((2-(6-amino-1-(methylamino)-2,7-naphthyridin-4-yl)benzo[d]oxazol-5-yl)methyl)(methyl)carbamate NC=1C=C2C(=CN=C(C2=CN1)NC)C=1OC2=C(N1)C=C(C=C2)CN(C(OC(C)(C)C)=O)C